BrC=1C=C2C(N(C(NC2=CC1C(=O)OC)=O)CC)=O methyl 6-bromo-3-ethyl-2,4-dioxo-1,2,3,4-tetrahydroquinazoline-7-carboxylate